ethyl aminocyanoacetate tosylate S(=O)(=O)(O)C1=CC=C(C)C=C1.NC(C(=O)OCC)C#N